trans-N-((trans-4-(3-chloro-4-methoxyphenyl)cyclohexyl)methyl)-N-(3-(1-cyclopropyl-1H-pyrazol-4-yl)phenyl)-4-hydroxycyclohexanecarboxamide ClC=1C=C(C=CC1OC)[C@@H]1CC[C@H](CC1)CN(C(=O)[C@@H]1CC[C@H](CC1)O)C1=CC(=CC=C1)C=1C=NN(C1)C1CC1